CCOP(=S)(OCC)SCCSCC The molecule is an organic thiophosphate that is the diethyl ester of S-[2-(ethylsulfanyl)ethyl] dihydrogen phosphorodithioate. It has a role as an EC 3.1.1.7 (acetylcholinesterase) inhibitor, an acaricide and an agrochemical. It is an organic thiophosphate and an organothiophosphate insecticide.